C(C)(C)(C)OC(=O)N[C@@H](CCCCNC(=O)N1C=CC2=C1N=CN=C2N(C)[C@H]2CN(CC[C@H]2C)C(CC#N)=O)C(=O)[O-] N2-(tert-butoxycarbonyl)-N6-(4-(((3R,4R)-1-(2-cyanoacetyl)-4-methylpiperidin-3-yl)(methyl)amino)-7H-pyrrolo[2,3-d]pyrimidine-7-carbonyl)lysinate